O1NCC=C1 2H-isoxazole